(1-fluoro-2-methylpropan-2-yl)-6-methyl-4-[(1-methylcyclopropyl)amino]furo[2,3-d]pyrimidine-5-carboxamide FCC(C)(C)C=1N=C(C2=C(N1)OC(=C2C(=O)N)C)NC2(CC2)C